tert-butyl-[2-(2,4,6-triisopropylphenyl)phenyl]phosphane C(C)(C)(C)PC1=C(C=CC=C1)C1=C(C=C(C=C1C(C)C)C(C)C)C(C)C